(4-fluorophenyl)(imino)((7-(5-(trifluoromethyl)-1,2,4-oxadiazol-3-yl)imidazo[1,2-a]pyridin-2-yl)methyl)-λ6-sulfanone FC1=CC=C(C=C1)S(=O)(CC=1N=C2N(C=CC(=C2)C2=NOC(=N2)C(F)(F)F)C1)=N